ClC1=C2C(=NC=C1)C=CN2S(=O)(=O)C2=CC=C(C=C2)C 7-chloro-1-(4-methylbenzene-1-sulfonyl)-1H-pyrrolo[3,2-b]pyridine